(S)-1-{2-[(1-(5-((5-cyano-4-(4-fluorophenyl)thiazol-2-yl)(methyl)amino)-6-ethylimidazo[2,1-b][1,3,4]thiadiazol-2-yl)pyrrolidin-3-yl)(methyl)amino]acetyl}azetidine-3-carboxylic acid C(#N)C1=C(N=C(S1)N(C1=C(N=C2SC(=NN21)N2C[C@H](CC2)N(CC(=O)N2CC(C2)C(=O)O)C)CC)C)C2=CC=C(C=C2)F